C(C)(C)N([Si](O[Si](O[SiH](C)C)(O[SiH](C)C)O[SiH](C)C)(C)C)C(C)C 1-diisopropylamino-3,3-bis(dimethylsilyloxy)-1,1,5,5-tetramethyltrisiloxane